FC=1C=C(C=CC1)NC(=O)N1CC2=C(CC1)C=C(S2)C2=NOC(=N2)C(F)(F)F N-(3-fluorophenyl)-2-(5-(trifluoromethyl)-1,2,4-oxadiazol-3-yl)-4,7-dihydrothieno[2,3-c]pyridine-6(5H)-carboxamide